C1(=CC=CC=C1)C(C)OCC1OC=2C(OC1)=CSC2 3-(1-phenylethoxymethyl)-2,3-dihydrothieno[3,4-b][1,4]dioxine